C(C1=CC=CC=C1)N1CCN(C2=C(C1)C=CC=C2)S(=O)(=O)C 4-benzyl-1-(methylsulfonyl)-2,3,4,5-tetrahydro-1H-benzo[e][1,4]diazepine